bipyridine tungsten [W].N1=C(C=CC=C1)C1=NC=CC=C1